COC=1C(=CC2=CNN=C2C1)C(=O)NC=1C=NN2C1N=CC=C2 6-methoxy-N-(pyrazolo[1,5-a]pyrimidin-3-yl)-2H-indazole-5-carboxamide